5-(4,4-Dimethoxybutoxy)-2-(2,6-Dioxopiperidin-3-Yl)Isoindoline-1,3-Dione COC(CCCOC=1C=C2C(N(C(C2=CC1)=O)C1C(NC(CC1)=O)=O)=O)OC